CC1=CC=C(C=C1C)P(C)(C)=O 4,5-dimethylphenyl-dimethylphosphine oxide